5-CHLORO-2-[[2-(5-CHLORO-3-THIENYL)-4-(DIFLUOROMETHYL)IMIDAZOL-1-YL]METHYL]PYRIMIDINE ClC=1C=NC(=NC1)CN1C(=NC(=C1)C(F)F)C1=CSC(=C1)Cl